C1(CC1)C(C[C@@H](CNC(OCC1=CC=CC=C1)=O)[C@@H](C)NC(OC(C)(C)C)=O)CCN1C(C2=CC=CC=C2C1=O)=O benzyl tert-butyl ((2S,3R)-2-(2-cyclopropyl-4-(1,3-dioxoisoindolin-2-yl)butyl)butane-1,3-diyl)dicarbamate